CN(C(/C=C/CC[C@@H](C(=O)NC=1C(N(C=CC1)CC1=NC=2C(=NC=CC2C=C(C)C)N1)=O)NC(OC)=O)=O)C methyl (S,E)-(7-(dimethylamino)-1-((1-((7-(2-methylprop-1-en-1-yl)-3H-imidazo[4,5-b]pyridin-2-yl)methyl)-2-oxo-1,2-dihydropyridin-3-yl)amino)-1,7-dioxohept-5-en-2-yl)carbamate